C1(CCCCC1)N1N=C(C(=C1)N1N=NC(=C1)C1=CC=C2N1N=CC(=C2)C(=O)NC2CNCC2)C(F)F 7-(1-(1-cyclohexyl-3-(difluoromethyl)-1H-pyrazol-4-yl)-1H-1,2,3-triazol-4-yl)-N-(pyrrolidin-3-yl)pyrrolo[1,2-b]pyridazine-3-formamide